C1(CC1)N1C(=NC2=NC=C(C=C21)C=2C=CN1N=CN=C(C12)N1CC(CC1)(F)F)C 1-cyclopropyl-6-(4-(3,3-difluoropyrrolidin-1-yl)pyrrolo[2,1-F][1,2,4]triazin-5-yl)-2-methyl-1H-imidazo[4,5-b]pyridine